NC1=CC(=NO1)C1CN(CC1)C(=O)C1=CC(=C(C=C1)C(F)(F)F)Cl [3-(5-aminoisoxazol-3-yl)pyrrolidin-1-yl]-[3-chloro-4-(trifluoromethyl)phenyl]methanone